5-(4-methyl-1H-1,2,3-triazol-1-yl)phenol formate C(=O)OC1=CC=CC(=C1)N1N=NC(=C1)C